barium-cadmium stearate C(CCCCCCCCCCCCCCCCC)(=O)[O-].[Cd+2].[Ba+2].C(CCCCCCCCCCCCCCCCC)(=O)[O-].C(CCCCCCCCCCCCCCCCC)(=O)[O-].C(CCCCCCCCCCCCCCCCC)(=O)[O-]